N[C@H](C(=O)N1CCN(CC1)C1=NC=2N(C=C1)N=CC2Cl)CC(C)C (S)-2-amino-1-(4-(3-chloropyrazolo[1,5-a]pyrimidin-5-yl)piperazin-1-yl)-4-methylpentan-1-one